diethyl 2-bromo-3-oxosuccinate BrC(C(=O)OCC)C(C(=O)OCC)=O